[Li+].[Cl-].[Li+].[Cl-] lithium chloride lithium salt